2-morpholinyl-6-((tetrahydro-2H-pyran-4-yl)amino)pyrimidine-4-carboxylic acid N1(CCOCC1)C1=NC(=CC(=N1)C(=O)O)NC1CCOCC1